ethylmethyldichlorosilane C(C)[Si](Cl)(Cl)C